ClC1=NC(=NN2C1=NC=C2)C2=CC(=NC=C2OC)[C@@H](C)N(C(OC(C)(C)C)=O)CC tert-butyl (R)-(1-(4-(4-chloroimidazo[2,1-f][1,2,4]triazin-2-yl)-5-methoxypyridin-2-yl)ethyl)(ethyl)carbamate